2-isopropyl-N-[4-(2-oxo-2,3-dihydro-1H-naphtho[1,2-e][1,4]diazepin-5-yl)phenyl]nicotinamide C(C)(C)C1=C(C(=O)NC2=CC=C(C=C2)C=2C3=C(NC(CN2)=O)C2=CC=CC=C2C=C3)C=CC=N1